C(C)(C)(C)OC(=O)[C@@H]1[C@H](C1)COCCCO (1s,2s)-2-((3-hydroxypropoxy)methyl)cyclopropane-1-carboxylic acid tert-butyl ester